3-carboxyl-2,2,5,5-tetramethylpyrrolidin C(=O)(O)C1C(NC(C1)(C)C)(C)C